Cl.Cl.N1CCC(CC1)C1=CC=NC=2CCCCC12 4-(4-piperidinyl)-5,6,7,8-tetrahydroquinoline dihydrochloride